5-(2,6-Dimethoxyphenyl)-6-(6-ethoxypyridin-2-yl)-5H-imidazo[4,5-c]pyridazin-3-yl-1-(pyrimidin-2-yl)methanesulfonamide COC1=C(C(=CC=C1)OC)N1C(=NC=2N=NC(=CC21)C(S(=O)(=O)N)C2=NC=CC=N2)C2=NC(=CC=C2)OCC